CC1=CCC(CC1)C(=O)Cl 4-Methyl-3-cyclohexen-1-carbonylchlorid